{6-oxaspiro[2.5]octan-1-yl}methyl N-{[2-(2,6-dioxopiperidin-3-yl)-3-oxo-2,3-dihydro-1H-isoindol-5-yl]methyl}carbamate O=C1NC(CCC1N1CC2=CC=C(C=C2C1=O)CNC(OCC1CC12CCOCC2)=O)=O